2-(5-(((1R,4R,5R,6R)-6-fluoro-2-methyl-2-azabicyclo[2.2.1]heptan-5-yl)(methyl)amino)-1,3,4-thiadiazol-2-yl)-5-(1H-imidazol-1-yl)phenol F[C@H]1[C@@H]([C@H]2CN([C@@H]1C2)C)N(C2=NN=C(S2)C2=C(C=C(C=C2)N2C=NC=C2)O)C